CC1=NC(=CC=C1N1CCN(CC1)CC=1C(=C2NC(C=3N(C2=CC1)N=CC3C)=O)F)C(NC)=O 7-((4-(2-methyl-6-(methylcarbamoyl)pyridin-3-yl)piperazin-1-yl)methyl)-6-fluoro-3-methylpyrazolo[1,5-a]quinoxalin-4(5H)-one